2-naphthoate C1=C(C=CC2=CC=CC=C12)C(=O)[O-]